CN1CCN(CC1)C(=O)O[C@@H]1N(C(C2=NC=CN=C21)=O)C2=NC=C(C=C2)Cl (S)-6-(5-chloropyridin-2-yl)-7-oxo-6,7-dihydro-5H-pyrrolo[3,4-b]pyrazin-5-yl 4-methylpiperazine-1-carboxylate